tert-butyl 3-[2-({2-[2-(2-{[(benzyloxy)carbonyl]amino}ethoxy)ethoxy]ethyl}carbamoyl)ethoxy]propanoate C(C1=CC=CC=C1)OC(=O)NCCOCCOCCNC(=O)CCOCCC(=O)OC(C)(C)C